N-(2-((2-(2,6-dioxopiperidin-3-yl)-1,3-dioxoisoindolin-4-yl)amino)ethyl)acetamide O=C1NC(CCC1N1C(C2=CC=CC(=C2C1=O)NCCNC(C)=O)=O)=O